2-methyl-6,7,8,9-tetrahydro-4H-pyrido[1,2-a]pyrimidin-4-one CC=1N=C2N(C(C1)=O)CCCC2